N1(CCCC1)CCO 1-pyrrolidino-2-ethanol